(2S)-2-(4-Cyano-1-methyl-1H-pyrrol-2-carboxamido)-N6-methyl-N1-(1-(3-(1-adamantylamino)propyl)-2-oxo-1,2-dihydropyridin-3-yl)-5-oxohexandiamid C(#N)C=1C=C(N(C1)C)C(=O)N[C@H](C(=O)NC=1C(N(C=CC1)CCCNC12CC3CC(CC(C1)C3)C2)=O)CCC(C(=O)NC)=O